C(CCC)NCCN N-butyl-1,2-diaminoethane